ClC=1C=C(C(=O)N2CC=3N(CC2)C(N(C3C(=O)N[C@@H](C)C3=CC=CC=C3)C3=CC=C(C=C3)OC(C)C)=O)C=CC1Cl |r| 7-(3,4-dichlorobenzoyl)-2-(4-isopropoxyphenyl)-3-oxo-N-[rac-(1S)-1-phenylethyl]-6,8-dihydro-5H-imidazo[1,5-a]pyrazine-1-carboxamide